C(C)(C)(C)OC(=O)N1CC(C1)OC=1C=C(C=CC1)N1CCN(CC1)C(=O)OCC1=CC=CC=C1 benzyl 4-[3-(1-tert-butoxycarbonylazetidin-3-yl)oxyphenyl]piperazine-1-carboxylate